(R)-N-(1-(3-amino-5-(trifluoromethyl)phenyl)ethyl)-7-methoxy-6-((1-methoxycyclopropyl)methoxy)-2-methyl-quinazolin-4-amine NC=1C=C(C=C(C1)C(F)(F)F)[C@@H](C)NC1=NC(=NC2=CC(=C(C=C12)OCC1(CC1)OC)OC)C